5-methoxy-4-(3-(1-methyl-1H-pyrazol-3-yl)phenyl)-6-(pyridin-4-ylamino)pyrimidin COC=1C(=NC=NC1NC1=CC=NC=C1)C1=CC(=CC=C1)C1=NN(C=C1)C